O([Si](C)(C)C(C)(C)C)C(C1NCCC1)(C1=CC=CC=C1)C1=CC=CC=C1 2-{tert-butyldimethylsiloxy-diphenyl-methyl}-pyrrolidine